COCOC=1C=C(C2=CC=CC=C2C1)B(O)O (3-(methoxymethoxy)naphthalen-1-yl)boronic acid